2-butylfurane C(CCC)C=1OC=CC1